CNCCC[Si](OCC)(OCC)C methylaminopropyl-methyldiethoxysilane